CCC(CCCCC)=O methyl-n-heptanone